ClC(=O)C1(CN(CCS1(=O)=O)C(=O)OC(C)(C)C)F tert-butyl 2-(chlorocarbonyl)-2-fluorothiomorpholine-4-carboxylate 1,1-dioxide